3-{1-[3-(2,4-dioxo-1,3-diazinan-1-yl)-4-methylbenzoyl]piperidin-4-yl}propanal O=C1N(CCC(N1)=O)C=1C=C(C(=O)N2CCC(CC2)CCC=O)C=CC1C